tert-butyl 4-(2-fluoro-4-nitrophenoxy)-3-iodo-1H-pyrrolo[2,3-b]pyridine-1-carboxylate FC1=C(OC2=C3C(=NC=C2)N(C=C3I)C(=O)OC(C)(C)C)C=CC(=C1)[N+](=O)[O-]